(S)-6-chloro-N-(2,2-difluorocyclobutyl)-8-((4-methoxybenzyl)(methyl)amino)imidazo[1,2-b]pyridazine-3-carboxamide ClC=1C=C(C=2N(N1)C(=CN2)C(=O)N[C@@H]2C(CC2)(F)F)N(C)CC2=CC=C(C=C2)OC